S(SC=1C=C(N)C(=CC1)Cl)C=1C=C(N)C(=CC1)Cl 3,3'-Disulfanediylbis(6-chloroaniline)